6-(benzyloxy)-7-methoxy-1-{(E)-2-[2-methyl-5-(pyridin-3-yl)phenyl]ethenyl}-1,2,3,4-tetrahydroisoquinoline C(C1=CC=CC=C1)OC=1C=C2CCNC(C2=CC1OC)\C=C\C1=C(C=CC(=C1)C=1C=NC=CC1)C